5-(5-Hydroxypyridin-2-ylamino)-6-(4-methoxyphenyl)-2,3-diphenylpyrazolo[1,5-a]pyrimidin-7(4H)-one OC=1C=CC(=NC1)NC=1NC=2N(C(C1C1=CC=C(C=C1)OC)=O)N=C(C2C2=CC=CC=C2)C2=CC=CC=C2